C(CCC)C=1C(SC(C1CCCC)=C1C=CC(S1)=C(C#N)C#N)=C1C=CC(S1)=C(C#N)C#N 2,2'-[(3,4-dibutyl-2,5-thiophenediylidene)di-5,2-thiophenediylidene]bis[malononitrile]